Cl.FC=1C=C(C=2C=CC=NC2C1)N([C@@H]1CNCC1)C (S)-7-fluoro-N-methyl-N-(pyrrolidin-3-yl)quinolin-5-amine hydrochloride